tert-butyl 4-[7-(2,8-dimethylimidazo[1,2-b]pyridazin-6-yl)-5-oxo-thiazolo[3,2-a]pyrimidin-2-yl]-2,2-dimethylpiperazine-1-carboxylate CC=1N=C2N(N=C(C=C2C)C=2N=C3N(C(C2)=O)C=C(S3)N3CC(N(CC3)C(=O)OC(C)(C)C)(C)C)C1